4-(ethoxy-(methyl) phosphono)-2-oxobutyrate C(C)OOP(=O)(OC)CCC(C(=O)[O-])=O